(1r,4r)-N-(5-Cyclopropyl-4-(5-(cyclopropylmethyl)-1-methyl-1H-1,2,3-triazol-4-yl)pyrimidin-2-yl)cyclohexane-1,4-diamine C1(CC1)C=1C(=NC(=NC1)NC1CCC(CC1)N)C=1N=NN(C1CC1CC1)C